(1S,4r)-4-((S)-2-(3,5-Difluoro-4-methoxybenzyl)-6-(methoxycarbonyl)-7-methyl-6,7,8,9-tetrahydro-3H-imidazo[4,5-f]chinolin-3-yl)cyclohexan FC=1C=C(CC=2N(C=3C(=C4CC[C@@H](N(C4=CC3)C(=O)OC)C)N2)C2CCCCC2)C=C(C1OC)F